chloroazaquinoline ClC=1N=NC2=CC=CC=C2C1